N-(5-((4-(8-fluoro-2-oxo-5,6-dihydro-4H-imidazo[4,5,1-ij]quinolin-1(2H)-yl)pyrimidin-2-yl)amino)-2-(5-isopropyl-2,5-diazaspiro[3.4]octan-2-yl)-4-methoxyphenyl)acrylamide FC=1C=C2CCCN3C2=C(C1)N(C3=O)C3=NC(=NC=C3)NC=3C(=CC(=C(C3)NC(C=C)=O)N3CC1(C3)N(CCC1)C(C)C)OC